NCCCC(COCCO)(CCCN)O bis(3-aminopropyl)diethylene glycol